(S)-3-Bromo-5-((3-methylpiperidin-1-yl)methyl)benzaldehyde BrC=1C=C(C=O)C=C(C1)CN1C[C@H](CCC1)C